C(C)(C)(C)OC(=O)N1CCC2(CC1)CCC(CC2)CNC 9-((methylamino)methyl)-3-azaspiro[5.5]undecane-3-carboxylic acid tert-butyl ester